CC1(C2=CC=CC=C2C=2C=CC(=CC12)C1=NC=NC=N1)C 6-(9,9-dimethyl-9H-fluoren-2-yl)-1,3,5-triazine